5-(tert-butyl) 2-ethyl 4-methylthiazole-2,5-dicarboxylate CC=1N=C(SC1C(=O)OC(C)(C)C)C(=O)OCC